(R)-2-(2,5-difluoro-4-(6-((5-(1-methyl-1H-pyrazol-4-yl)thiazol-2-yl)methoxy)pyridin-2-yl)benzyl)-1-(4,4-dimethyltetrahydrofuran-3-yl)-1H-benzo[d]imidazole-6-carboxylic acid FC1=C(CC2=NC3=C(N2[C@H]2COCC2(C)C)C=C(C=C3)C(=O)O)C=C(C(=C1)C1=NC(=CC=C1)OCC=1SC(=CN1)C=1C=NN(C1)C)F